C(C)(C)C1=C(C=CC(=N1)C1CCC2(CN(C2)C(=O)OCCCC)CC1)C butyl 7-(6-isopropyl-5-methylpyridin-2-yl)-2-azaspiro[3.5]nonane-2-carboxylate